argon fluoride [F-].[Ar]